C1(CC1)N1CCC(CC1)N1C2CC(CC1CC2)C=2C=C(C1=C(N(C(=N1)C1=CC(=C(C=C1)OC)OC)C)C2)C 6-(8-(1-cyclopropylpiperidin-4-yl)-8-azabicyclo[3.2.1]octan-3-yl)-2-(3,4-dimethoxyphenyl)-1,4-dimethyl-1H-benzo[d]imidazole